C(C=C)(=O)N1CCN(CC1)C1=CC(N2C3=C(C(=CC=C13)C1=C(C=CC=C1O)F)CCC2)=O 1-(4-acryloylpiperazin-1-yl)-8-(2-fluoro-6-hydroxyphenyl)-6,7-dihydropyrido[3,2,1-ij]quinolin-3(5H)-one